1-((2-hydroxyethyl)amino)propan-2-ol OCCNCC(C)O